lithium 5,6-dicyano-2-pentafluoroethylbenzimidazolide C(#N)C1=CC2=C(N=C([N-]2)C(C(F)(F)F)(F)F)C=C1C#N.[Li+]